CC1=C(C=CC(=O)NC(=N)N)C=C(C=C1)C 2,5-dimethylcinnamoylguanidine